FC1(CC1)C1=CC=C(C=C1)C(C)O 1-(4-(1-fluorocyclopropyl)phenyl)ethan-1-ol